O=C([C@H](O)[C@@H](O)[C@H](O)[C@H](O)CO)O.CC1(N=C(N=C(N1)NCC1=CC=C(C=C1)C)NCCCCCCCC)C 6,6-dimethyl-N2-(4-methylbenzyl)-N4-octyl-1,6-dihydro-[1,3,5]triazine-2,4-diamine gluconate